ClC1=NC=CC(=N1)C1=C(N=C(S1)N(C(OC(C)(C)C)=O)C)C(F)(F)F tert-butyl N-[5-(2-chloropyrimidin-4-yl)-4-(trifluoromethyl) thiazol-2-yl]-N-methyl-carbamate